(S)-1-(2-((S)-3-([1,1'-Biphenyl]-2-ylamino)pyrrolidin-1-yl)acetyl)-4,4-difluoropyrrolidin-2-carbonitril C1(=C(C=CC=C1)N[C@@H]1CN(CC1)CC(=O)N1[C@@H](CC(C1)(F)F)C#N)C1=CC=CC=C1